(5-(5-fluoropyridin-3-yl)-4,5-dihydro-1H-pyrazol-1-yl)(3-((5-methyl-1H-pyrazolo[4,3-b]pyridin-1-yl)methyl)-bicyclo[1.1.1]pentan-1-yl)methanone FC=1C=C(C=NC1)C1CC=NN1C(=O)C12CC(C1)(C2)CN2N=CC1=NC(=CC=C12)C